CC(C=C)CC 3,4-dimethyl-1-butene